trans-2-(4-chlorophenoxy)cyclohexanol ClC1=CC=C(O[C@H]2[C@@H](CCCC2)O)C=C1